4-(2-(Pyrrolidin-1-yl)pyridin-3-yl)-4,5-dihydropyrrolo[1,2-a]quinoxaline N1(CCCC1)C1=NC=CC=C1C1C=2N(C3=CC=CC=C3N1)C=CC2